pyridin-2-ylmethylpyrrolidine-3-carboxylate N1=C(C=CC=C1)COC(=O)C1CNCC1